N1(CCC1)C([C@H](CCCN[C@H]1[C@@H](C1)C1=CC=C(C=C1)F)NC(C1=CC=C(C=C1)F)=O)=O N-((S)-1-(azetidin-1-yl)-5-((1R,2S)-2-(4-fluorophenyl)cyclopropylamino)-1-oxopentan-2-yl)-4-fluorobenzamide